5-trifluoromethylthio-1,4-dihydropyridine FC(SC=1CC=CNC1)(F)F